[Cl-].C(CCCCCCCCCCCCCCCCC)[NH+](CC(C)=C)CCCCCCCCCCCCCCCCCC dioctadecyl-methallyl-ammonium chloride